1-benzyl-6-(4-phenylbut-3-en-1-yl)pyridin-2(1H)-one C(C1=CC=CC=C1)N1C(C=CC=C1CCC=CC1=CC=CC=C1)=O